Benzyl 2-chloro-4-fluoro-5-isocyanobenzoate ClC1=C(C(=O)OCC2=CC=CC=C2)C=C(C(=C1)F)[N+]#[C-]